CO[S] methoxy-sulfur